(S,R)-2-(3,4-difluorophenyl)-N-[2-(hydroxymethyl)-3-[4-(trifluoromethyl)phenyl]propyl]morpholine-4-carboxamide FC=1C=C(C=CC1F)[C@H]1CN(CCO1)C(=O)NC[C@@H](CC1=CC=C(C=C1)C(F)(F)F)CO